4-bromo-5-({4-[(6-methoxypyridin-2-yl)amino]cyclohexyl}amino)furo[2,3-c]pyridine-2-carbonitrile BrC1=C2C(=CN=C1NC1CCC(CC1)NC1=NC(=CC=C1)OC)OC(=C2)C#N